N-vinyl-3,4,5-trimethyl-3-ethylpyrrolidone C(=C)N1C(C(C(C1C)C)(CC)C)=O